FC1=CC(=C(C=C1)NC=1C2=C(N=CN1)CN(CC2)C(=O)OC(C)(C)C)C(F)(F)F tert-butyl 4-[[4-fluoro-2-(trifluoromethyl) phenyl] amino]-5H,6H,7H,8H-pyrido[3,4-d]pyrimidine-7-carboxylate